ClC1=C(C=CC(=C1)C(F)(F)F)NC(CN1C=2N(C(C3=C1CCC31CN(CC1)C(C1=NC=CC=C1O)=O)=O)N=C(N2)C2=CC=CC=C2)=O N-(2-chloro-4-(trifluoromethyl)phenyl)-2-(1'-(3-hydroxypicolinoyl)-8-oxo-2-phenyl-5,8-dihydrospiro[cyclopenta[d][1,2,4]triazolo[1,5-a]pyrimidine-7,3'-pyrrolidin]-4(6H)-yl)acetamide